(1R,2R,5S)-6,6-dimethyl-3-azabicyclo[3.1.0]hexane CC1([C@H]2CNC[C@@H]12)C